OCCCC1(N(CC1)CCCCCCCC(=O)O)CCCCCCCC(=O)O 8,8'-((3-hydroxypropyl)azetidinediyl)dioctanoic acid